3-(2-phenylpropyl)-1,5,6,7-tetrahydro-s-indacene C1(=CC=CC=C1)C(CC1=CCC2=CC=3CCCC3C=C12)C